C1(=CC=CC=C1)S(=O)(=O)C1CCN(CC1)C(=O)C=1C=CC2=C(NC(CO2)=O)C1 6-[4-(benzenesulfonyl)piperidine-1-carbonyl]-4H-1,4-benzoxazin-3-one